2-bromo-4-cyclopropyl-N-[(3,5-difluoropyridin-2-yl)methyl]-1,3-thiazole-5-carboxamide BrC=1SC(=C(N1)C1CC1)C(=O)NCC1=NC=C(C=C1F)F